CC1(C2=CC=CC=C2C=2C=CC(=CC12)NC1=CC=2C3(C4=CC=CC=C4C2C=C1)C1=CC=CC=C1C=1C=CC=CC13)C N-(9,9'-dimethyl-9H-fluoren-2-yl)-9,9'-spirobi[fluoren]-2-amine